O1C2=C(OCCC1)C=C(C=C2)COC2=CC=C(C=C2)C=2C=C(C(NC2C(F)(F)F)=O)C(=O)N 5-(4-((3,4-Dihydro-2H-benzo[b][1,4]dioxepin-7-yl)methoxy)phenyl)-2-oxo-6-(trifluoromethyl)-1,2-dihydropyridine-3-carboxamide